ClC1=C(C(=CC(=C1)\C=C\OC)Cl)OCC1CC1 (E)-1,3-dichloro-2-(cyclopropylmethoxy)-5-(2-methoxyvinyl)benzene